2-methylsulfanyl-5-(trifluoromethyl)-4-[3-(trifluoromethyl)oxetan-3-yl]oxy-pyrimidine CSC1=NC=C(C(=N1)OC1(COC1)C(F)(F)F)C(F)(F)F